NC1=C2N=CN(C2=NC(=N1)F)[C@H]1C[C@@H]([C@@](O1)(C#C)CO[P@@](=O)(OC1=CC=CC=C1)N[C@H](C(=O)OCCCCCCCCCCCCCCCCCCCCCC)CC1=CC(=CC(=C1)F)F)O Docosyl (S)-2-(((R)-(((2R,3S,5R)-5-(6-amino-2-fluoro-9H-purin-9-yl)-2-ethynyl-3-hydroxytetrahydrofuran-2-yl) methoxy)(phenoxy)phosphoryl)amino)-3-(3,5-difluorophenyl)propanoate